O1CCN(CC1)C(=O)C=1C=NN2C1C=C(C=C2)C2=CNC1=NC=C(C=C12)C=1C=NC=CC1 morpholino(5-(5-(pyridin-3-yl)-1H-pyrrolo[2,3-b]pyridin-3-yl)pyrazolo[1,5-a]pyridin-3-yl)methanone